FC1=C(C=CC(=C1)F)C1=CC(=CC=C1)[C@H](CC(=O)OCC)NC(=O)NC=1C(N(C=CC1O)CC)=O Ethyl (S)-3-(2',4'-Difluorobiphenyl-3-yl)-3-(3-(1-ethyl-4-hydroxy-2-oxo-1,2-dihydropyridin-3-yl)ureido)propanoat